4-hydroxy-N-(prop-2-en-1-yl)-3-{2-[4-(trifluoromethoxy)phenyl]-6-oxa-2,9-diazaspiro[4.5]dec-9-yl}butanamide OCC(CC(=O)NCC=C)N1CCOC2(CCN(C2)C2=CC=C(C=C2)OC(F)(F)F)C1